O=C1NC(CCC1C1=NN(C2=C(C(=CC=C12)C1CCN(CC1)CC1(CCN(CC1)C(=O)OC(C)(C)C)F)F)C)=O tert-butyl 4-[[4-[3-(2,6-dioxo-3-piperidyl)-7-fluoro-1-methyl-indazol-6-yl]-1-piperidyl]methyl]-4-fluoro-piperidine-1-carboxylate